BrC1=CC=C2C(=N1)SC(=N2)NC(C2=CN=C(C=C2C2=C(C=CC(=C2)C#N)C2CC2)C)=O N-(5-bromothiazolo[5,4-b]pyridin-2-yl)-4-(5-cyano-2-cyclopropylphenyl)-6-methylnicotinamide